CNCC1=C(C=NC=C1)C methyl-[(3-methyl-4-pyridyl)methyl]amine